CN(C)C[C@H]1CN(CC1)C1=C2C=C(N=CC2=CC(=C1)C1=C(C=CC=C1C)F)N 5-[(3S)-3-[(dimethylamino)methyl]pyrrolidin-1-yl]-7-(2-fluoro-6-methyl-phenyl)isoquinolin-3-amine